C1CC12CN(CCC2)C2=CC(=NC=N2)C(=O)N[C@H]2[C@H]1CC[C@@H](C2)N1C#N 6-(5-azaspiro[2.5]octan-5-yl)-N-((1R,2R,4S)-7-cyano-7-azabicyclo[2.2.1]heptan-2-yl)-4-pyrimidinecarboxamide